2-((4-bromobenzyl)oxy)-5-chlorobenzaldehyde BrC1=CC=C(COC2=C(C=O)C=C(C=C2)Cl)C=C1